C(CCCCCCCCCCCCCCCCCCCCC)O doeicosanol